(4-amino-7-fluoro-1,3-dihydrofuro[3,4-c]quinolin-8-yl)((5S)-5-methyl-2-(1'-methyl-3H-spiro[benzofuran-2,4'-piperidin]-5-yl)piperidin-1-yl)methanone NC1=NC=2C=C(C(=CC2C2=C1COC2)C(=O)N2C(CC[C@@H](C2)C)C=2C=CC1=C(CC3(CCN(CC3)C)O1)C2)F